C(CCCCC)C1=CC=C(C=C1)\C=C\C(=O)C1=C(C=C(C=C1)OCC=C(C)C)O 4-n-Hexyl-2'-hydroxy-4'-(3-methyl-2-butenyloxy)chalcone